C(C)C=1C(NC2=C(N1)SC(=C2)CN2CCN(CC2)C2N(C(=CC=C2)C)C2COC2)=O (4-((3-ethyl-2-oxo-1,2-dihydrothieno[2,3-b]pyrazin-6-yl)methyl)piperazin-1-yl)-6-methyl-N-(oxetan-3-yl)pyridine